N[C@@H]1[C@@H](CN(CC1)C1=NC2=CC=C(C=C2C(=N1)C1=CC(=C(C#N)C=C1)F)C1=C(C=CC=C1C(F)(F)F)F)F 4-(2-((3R,4S)-4-amino-3-fluoropiperidin-1-yl)-6-(2-fluoro-6-(trifluoromethyl)phenyl)quinazolin-4-yl)-2-fluorobenzonitrile